2-(4-Iodophenyl)-4-((2-((1S)-1-((tetrahydro-2H-pyran-2-yl)oxy)ethyl)-1H-imidazol-1-yl)methyl)-4,5-dihydrooxazole IC1=CC=C(C=C1)C=1OCC(N1)CN1C(=NC=C1)[C@H](C)OC1OCCCC1